C1(CC1)C1=NC(=NC=C1)OC1=CC=C(C=C1)C1CN(C1)C(=O)N1C[C@@H](CC1)N1N=NN=C1 [3-[4-(4-Cyclopropylpyrimidin-2-yl)oxyphenyl]azetidin-1-yl]-[(3R)-3-(tetrazol-1-yl)pyrrolidin-1-yl]methanone